methyl-2-((tert-butoxycarbonyl)amino)-2-phenylpropionic acid CCC(C(=O)O)(C1=CC=CC=C1)NC(=O)OC(C)(C)C